S1C(=C(C=C1)C=1OC2=C(N1)C=C(C=C2)C(C)(C)C)C=2OC1=C(N2)C=C(C=C1)C(C)(C)C thiophenediyl-bis(5-tert-butyl-1,3-benzoxazole)